2-Methylpyrazolo[1,5-a]pyrazine-4-carboxylic acid ethyl ester C(C)OC(=O)C=1C=2N(C=CN1)N=C(C2)C